OC(C(C)=O)CCCCCCCC 3-hydroxyundecaneOne